C1(CCCC1)COC1=CC=C2C3=C(C(OC2=C1)=O)C=CC=C3 3-cyclopentylmethoxy-6H-benzo[c]chromen-6-one